cyclopentaneacetic acid 3-oxo-2-pentyl-methyl ester O=C(C(C)COC(CC1CCCC1)=O)CC